5,6-anti-dihydroxybicyclo[2.2.2]octan OC1C2CCC(C1O)CC2